OCCCN1C=CC2=NC(=CC(=C21)CN2CCCC2)C=2C=C1CN(C(C1=CC2)=O)N2C(CCCC2=O)=O (5-(1-(3-hydroxypropyl)-7-(pyrrolidin-1-ylmethyl)-1H-pyrrolo[3,2-b]pyridin-5-yl)-1-oxoisoindolin-2-yl)piperidine-2,6-dione